[bis(dimethyl-amino)methylene]-1H-1,2,3-triazolo[4,5-b]pyridinium 3-oxid hexafluorophosphate F[P-](F)(F)(F)(F)F.CN(C)C(N(C)C)=[N+]1N=[N+](C2=NC=CC=C21)[O-]